C(#CC)OC(C(=C)F)=O 2-fluoroacrylic acid propynyl ester